(R)-2-(4-(4-(difluoromethyl)pyrazolo[1,5-a]pyridin-2-yl)-1,4,6,7-tetrahydro-5H-imidazo[4,5-c]pyridin-5-yl)-5-(2,6-difluorophenyl)-1,3,4-oxadiazole FC(C=1C=2N(C=CC1)N=C(C2)[C@@H]2N(CCC1=C2N=CN1)C=1OC(=NN1)C1=C(C=CC=C1F)F)F